(S)-4-(7-(3-aminopiperidin-1-yl)-3-(4-trifluoromethylphenyl)quinoxalin-2-yl)benzonitrile N[C@@H]1CN(CCC1)C1=CC=C2N=C(C(=NC2=C1)C1=CC=C(C#N)C=C1)C1=CC=C(C=C1)C(F)(F)F